(2,6-difluoro-4-nitrophenyl)methanol FC1=C(C(=CC(=C1)[N+](=O)[O-])F)CO